(2R)-2-amino-4-{[{amino[(carboxy-methyl)(methyl)-amino]methylidene}-amino]sulfanyl}-butanoic acid N[C@@H](C(=O)O)CCSN=C(N(C)CC(=O)O)N